ClC1=C(C=CC(=C1)Cl)CN1CCC2(CC1)C(NC1=CC=C(C=C12)C(=O)O)=O 1'-[(2,4-dichlorophenyl)methyl]-2-oxospiro[indoline-3,4'-piperidine]-5-carboxylic acid